methyl 4-(benzyloxy)-8-bromo-7-chloroisoquinoline-3-carboxylate C(C1=CC=CC=C1)OC1=C(N=CC2=C(C(=CC=C12)Cl)Br)C(=O)OC